COC=1C=C2CCN(C(C2=CC1N)(C)C)C 6-Methoxy-1,1,2-trimethyl-1,2,3,4-tetrahydroisoquinolin-7-amine